NC1=NC=CC=C1C1=NC=2C(=NC(=CC2)N2N=C(C=C2)F)N1C=1C=C2CC[C@@H](C2=CC1)NC(C1=CC(=C(C=C1)O)C=O)=O (S)-N-(5-(2-(2-aminopyridin-3-yl)-5-(3-fluoro-1H-pyrazol-1-yl)-3H-imidazo[4,5-b]pyridin-3-yl)-2,3-dihydro-1H-inden-1-yl)-3-formyl-4-hydroxybenzamide